FC1=C(COC2=CC=CC(=N2)C2CCN(CC2)CC2=NC3=C(N2CC2=CN=CO2)C=C(C=C3)C(=O)O)C=CC(=C1)F 2-[(4-{6-[(2,4-difluorobenzyl)oxy]pyridin-2-yl}piperidin-1-yl)methyl]-1-(1,3-oxazol-5-ylmethyl)-1H-benzimidazole-6-carboxylic acid